zirconium tetrabutyrate C(CCC)(=O)[O-].C(CCC)(=O)[O-].C(CCC)(=O)[O-].C(CCC)(=O)[O-].[Zr+4]